1-bromo-5-ethyl-3-fluoro-2-methoxybenzene BrC1=C(C(=CC(=C1)CC)F)OC